tert-Butyl methyl(4-oxo-4-(4-(5-(trifluoromethyl)pyrimidin-2-yl)piperazin-1-yl) butan-2-yl)carbamate CN(C(OC(C)(C)C)=O)C(C)CC(N1CCN(CC1)C1=NC=C(C=N1)C(F)(F)F)=O